1-(5-Chloro-1H-indol-3-yl)-3-(2-fluoro-4-(trifluoromethyl)phenyl)urea ClC=1C=C2C(=CNC2=CC1)NC(=O)NC1=C(C=C(C=C1)C(F)(F)F)F